N1(CCC1)C1=CC=C2C3(CC=4C(=NOC4C2=C1)NS(=O)(=O)C1=C(C=C(C=C1OC)C(=O)N1CCC1)OC)CC3 N-(8'-(azetidin-1-yl)-4'H-spiro[cyclopropane-1,5'-naphtho[2,1-d]isoxazol]-3'-yl)-4-(azetidine-1-carbonyl)-2,6-dimethoxybenzenesulfonamide